C(C)(C)(C)OC(=O)N(C1=NC(=CC=C1S(=O)(=O)CC)C1CC1)CC=1SC(=CC1C(=O)OC)C(C(F)(F)F)(F)F methyl 2-[[tert-butoxycarbonyl-(6-cyclopropyl-3-ethylsulfonyl-2-pyridyl)amino]methyl]-5-(1,1,2,2,2-pentafluoroethyl)thiophene-3-carboxylate